C(C)(C)(C)OC(=O)N1CC=2N=CN=CC2C=C1 8h-pyrido[3,4-d]pyrimidine-7-carboxylic acid tert-butyl ester